2,3-difluoro-N-[4-fluoro-5-(2-morpholin-4-ylpyrimidin-5-yl)-2-[(3R,5S)-3,4,5-trimethylpiperazin-1-yl]phenyl]benzamide FC1=C(C(=O)NC2=C(C=C(C(=C2)C=2C=NC(=NC2)N2CCOCC2)F)N2C[C@H](N([C@H](C2)C)C)C)C=CC=C1F